7-Methoxy-3-methyl-8-(1-methyl-1H-pyrazol-4-yl)-1-pyridin-4-yl-1,3-dihydroimidazo[4,5-c]quinolin-2-one COC=1C(=CC=2C3=C(C=NC2C1)N(C(N3C3=CC=NC=C3)=O)C)C=3C=NN(C3)C